tert-butyl (1-(1-aminoethyl)cyclopropyl)carbamate NC(C)C1(CC1)NC(OC(C)(C)C)=O